Cl.NC1CCC(CC1)O 4-aminocyclohexanol hydrochloride